N-(4-(5-methyl-1,2,4-oxadiazol-3-yl)benzyl)pyrimidin-4-amine CC1=NC(=NO1)C1=CC=C(CNC2=NC=NC=C2)C=C1